Cl.BrC=1C=CC(=C(C1)C(C)(C)N)F 2-(5-bromo-2-fluorophenyl)propan-2-amine hydrochloride